3-[1-oxo-4-(4-piperidyl)isoindolin-2-yl]piperidine-2,6-dione piperazine-1-carboxylate N1(CCNCC1)C(=O)O.O=C1N(CC2=C(C=CC=C12)C1CCNCC1)C1C(NC(CC1)=O)=O